6-(2-methoxyethoxy)-N-methyl-5-([2-(([4-(piperidin-4-yl)phenyl]carbonyl)amino)pyridin-4-yl]oxy)-1H-indole-1-carboxamide COCCOC1=C(C=C2C=CN(C2=C1)C(=O)NC)OC1=CC(=NC=C1)NC(=O)C1=CC=C(C=C1)C1CCNCC1